FC=1C=C(C=C(C1OC1=CC=NC2=CC(=C(C=C12)O[C@H](CO)C)OC)F)NC(C1=C(C=CC=C1)F)=O (S)-N-(3,5-difluoro-4-((6-((1-hydroxypropan-2-yl)oxy)-7-methoxyquinolin-4-yl)oxy)phenyl)-2-fluorobenzamide